O=C1[C@H]2[C@@H]3CC[C@H]([C@@H](CCCC(=CO)C)C)[C@]3(CC[C@@H]2[C@]2(CCCCC2C1)C)C 7-Ketocholestenol